[2-chloro-4-[[3-[3-(trifluoromethyl)-1H-pyrazol-4-yl]imidazo[1,2-a]pyrazin-8-yl]amino]phenyl]-[4-(piperidine-4-carbonyl)piperazin-1-yl]methanone formate C(=O)O.ClC1=C(C=CC(=C1)NC=1C=2N(C=CN1)C(=CN2)C=2C(=NNC2)C(F)(F)F)C(=O)N2CCN(CC2)C(=O)C2CCNCC2